NC1=C(C=C(C=N1)C=1C=C2N(N1)CCC21CN(C1)C(=O)NC1(CCC1)C1=CC=NC=C1)OC(F)F 2'-[6-amino-5-(difluoromethoxy)pyridin-3-yl]-N-[1-(pyridin-4-yl)cyclobutyl]-5',6'-dihydrospiro[azetidine-3,4'-pyrrolo[1,2-b]pyrazole]-1-carboxamide